(1R,2S,5S)-3-(7-Chloro-4-isopropyl-1H-indole-2-carbonyl)-6,6-dimethyl-N-((S)-1-oxo-3-((S)-2-oxopyrrolidin-3-yl)propan-2-yl)-3-azabicyclo[3.1.0]hexane-2-carboxamide ClC=1C=CC(=C2C=C(NC12)C(=O)N1[C@@H]([C@H]2C([C@H]2C1)(C)C)C(=O)N[C@H](C=O)C[C@H]1C(NCC1)=O)C(C)C